ClC=1C=C(C=CC1)N[C@@H](CC(C)C)C(=O)N1[C@@H]2CC([C@H]([C@@H]1C(=O)N[C@H](C[C@@H]1C(NCCC1)=O)C#N)CC2)(F)F (1S,3R,4S)-2-((3-chlorophenyl)-L-leucyl)-N-((R)-1-cyano-2-((R)-2-oxopiperidin-3-yl)ethyl)-5,5-difluoro-2-azabicyclo[2.2.2]octane-3-carboxamide